5-methyl-4-(2-pyridinyl)-1,2-oxazol CC1=C(C=NO1)C1=NC=CC=C1